CC1=CC[C@H]([C@@H](C1)C)C1=CC=CC=C1 (1R,6R)-(4,6-dimethylcyclohex-3-en-1-yl)benzene